3-(7-(2-(4-(4-amino-1,2,5-oxadiazole-3-carbonyl)piperazin-1-yl)-2-oxoethoxy)-1-methyl-1H-indazol-3-yl)piperidine-2,6-dione NC=1C(=NON1)C(=O)N1CCN(CC1)C(COC=1C=CC=C2C(=NN(C12)C)C1C(NC(CC1)=O)=O)=O